ClC=1C=C(C=CC1N1C(N(C=C1)C)=O)C1=C(C(=CC(=C1)F)C1=CC(=NC=C1)N1CCN(CC1)C(CO)(C)C)OC 1-(3-chloro-5'-fluoro-3'-(2-(4-(1-hydroxy-2-methylpropan-2-yl)piperazin-1-yl)pyridin-4-yl)-2'-methoxy-[1,1'-biphenyl]-4-yl)-3-methyl-1H-imidazol-2(3H)-one